ethoxy-carbamate C(C)ONC([O-])=O